C(C=1C(O)=CC=CC1)(=O)OC1CC(CC(C1)C)(C)C 3,3,5-trimethyl-cyclohexyl salicylate